C(C)(C)(C)C1=NC2=C(N1)C=C(C=C2C(=O)NC2=C(C(=CC=C2)Cl)C)NC(=O)C2=C(C=CC=C2)C(F)(F)F 2-tert-butyl-N-(3-chloro-2-methylphenyl)-6-({[2-(trifluoromethyl)phenyl]carbonyl}amino)-1H-benzimidazole-4-carboxamide